C(CCC\C=C/C\C=C/C\C=C/C\C=C/CCCCC)(=O)OCCCCCCCCCCCCCCCCCCC nonadecyl arachidonate